1-oxopropan-2-yl acetyl-L-cysteinate C(C)(=O)N[C@@H](CS)C(=O)OC(C=O)C